C(C)(C)(C)OC(=O)NC1=CC(=NN1C)C(=O)[O-] 5-((t-butoxycarbonyl)amino)-1-methyl-1H-pyrazole-3-carboxylate